(((((1R,2S,5R)-2-carbamoyl-7-oxo-1,6-diazabicyclo[3.2.1]octan-6-yl) oxy) sulfonyl) oxy)-3,3-dimethylbutyl 2,6-dimethoxybenzoate COC1=C(C(=O)OC(CC(C)(C)C)OS(=O)(=O)ON2[C@@H]3CC[C@H](N(C2=O)C3)C(N)=O)C(=CC=C1)OC